(2S,3S,4S,5R,6S)-6-(((4aR,10aR)-7-methoxy-1-propyl-1,2,3,4,4a,5,10,10a-octahydrobenzo[g]quinolin-6-yl)oxy)-3,4,5-tris(pivaloyloxy)tetrahydro-2H-pyran-2-carboxylic acid COC=1C=CC2=C(C[C@H]3CCCN([C@@H]3C2)CCC)C1O[C@H]1[C@@H]([C@H]([C@@H]([C@H](O1)C(=O)O)OC(C(C)(C)C)=O)OC(C(C)(C)C)=O)OC(C(C)(C)C)=O